Methyl 2,3-dihydro-1H-benzo[4,5]selenopheno[2,3-d]azepine-5-carboxylate C1C2=C(C(=CNC1)C(=O)OC)[Se]C1=C2C=CC=C1